FC1=C(C2=C([C@@H](C3=C(SC2)C2=C(C=C3)SC=C2)N2N3C(=CN4C2COCC4)C(=CC=C3)O)C=C1)F 12-((S)-9,10-difluoro-6,11-dihydrobenzo[e]thieno[2',3':5,6]benzo[1,2-b]thiepin-6-yl)-7-hydroxy-3,4,12,12a-tetrahydro-1H-[1,4]oxazino[3,4-c]pyrido[2,1-f][1,2,4]triazine